2',3',4',5',6'-pentafluoro-3-trifluoromethylbiphenyl-2-ylamine FC1=C(C(=C(C(=C1F)F)F)F)C1=C(C(=CC=C1)C(F)(F)F)N